(R)-N-(4-methyl-3-((1-(naphthalen-1-yl)ethyl)carbamoyl)phenyl)azetidine-3-carboxamide CC1=C(C=C(C=C1)NC(=O)C1CNC1)C(N[C@H](C)C1=CC=CC2=CC=CC=C12)=O